(4-(8-(3,4-dimethylpiperazin-1-yl)-7,10-dimethyl-5-oxo-1,3,4,5-tetrahydro-2H-chromeno[3,4-c]pyridine-3-carbonyl)-2-(trifluoromethoxy)phenyl)ethanesulfonamide CC1CN(CCN1C)C=1C=C(C2=C(C1C)OC(C=1CN(CCC12)C(=O)C1=CC(=C(C=C1)C(C)S(=O)(=O)N)OC(F)(F)F)=O)C